(S)-(3-(4-bromo-1H-pyrazol-1-yl)-2-((tert-butyldimethylsilyl)oxy)-propyl)carbamic acid tert-butyl ester C(C)(C)(C)OC(NC[C@@H](CN1N=CC(=C1)Br)O[Si](C)(C)C(C)(C)C)=O